BrC1=CC=CC=2SC3=C(C21)C=C(C=C3)I 1-bromo-8-iododibenzothiophene